6-(1-Methyl-1H-pyrazol-3-yl)-5-(4-(methylthio)phenyl)-2,3-dihydro-1H-imidazo[1,2-a]imidazole CN1N=C(C=C1)C=1N=C2N(CCN2)C1C1=CC=C(C=C1)SC